C(#N)C=1C=C(C(=NC1)OC)S(=O)(=O)NC1=C(C(=C(C=C1)F)[C@@H]1CCC=2N(C1)C=NC2C=2NC=CN2)F 5-cyano-N-[2,4-difluoro-3-[(6S)-1-(1H-imidazol-2-yl)-5H,6H,7H,8H-imidazo[1,5-a]pyridin-6-yl]phenyl]-2-methoxypyridine-3-sulfonamide